5-(4-(4-(dimethoxymethyl)piperidin-1-yl)-3-fluorophenyl)-6-isobutyl-5,6,7,8-tetrahydronaphthalen-2-ol COC(C1CCN(CC1)C1=C(C=C(C=C1)C1C=2C=CC(=CC2CCC1CC(C)C)O)F)OC